3-chloro-N-(1-(5-(3-cyano-6-(3-cyano-3-methylazetidin-1-yl)pyrazolo[1,5-a]pyridin-4-yl)pyridin-2-yl)-4-methylpiperidin-4-yl)picolinamide ClC=1C(=NC=CC1)C(=O)NC1(CCN(CC1)C1=NC=C(C=C1)C=1C=2N(C=C(C1)N1CC(C1)(C)C#N)N=CC2C#N)C